N-(3,6-dichloro-9H-xanthen-9-yl)-2-oxo-6-(trifluoromethyl)-1,2-dihydropyridine-3-carboxamide ClC=1C=CC=2C(C3=CC=C(C=C3OC2C1)Cl)NC(=O)C=1C(NC(=CC1)C(F)(F)F)=O